(R)-1-(5-(2-fluorophenyl)-2,3-dihydro-1H-indene-2-carbonyl)indoline-6-sulfonamide FC1=C(C=CC=C1)C=1C=C2C[C@@H](CC2=CC1)C(=O)N1CCC2=CC=C(C=C12)S(=O)(=O)N